C(#N)C=1C=NN2C1N=CC=C2C2=CC(=CC=C2)Cl 3-cyano-7-(3-chloro-phenyl)-pyrazolo[1,5-a]pyrimidine